N[C@@H](CC(=O)[O-])C(=O)[O-].[S-]C#N thiocyanate, aspartate salt